C(=C)[Si](OCCOC)(OCCOC)OCCOC vinyl-tri-(beta-methoxyethoxy)silane